((2-(((3S,6S,7aS,8aR,9aR)-3-([1,1'-biphenyl]-4-ylcarbamoyl)-5-oxodecahydro-1H-cyclopropa[d]pyrrolo[1,2-a]azocin-6-yl)carbamoyl)benzo[b]thiophen-5-yl)difluoromethyl)phosphonic acid C1(=CC=C(C=C1)NC(=O)[C@@H]1CC[C@H]2N1C([C@H](C[C@H]1[C@@H](C2)C1)NC(=O)C1=CC2=C(S1)C=CC(=C2)C(F)(F)P(O)(O)=O)=O)C2=CC=CC=C2